BrC1=CC=C(C(=N1)C)N1CN(C2=CC=C(C=C2C1=O)C(F)(F)F)C1=C(C=C(C=C1)F)C 3-(6-bromo-2-methylpyridin-3-yl)-1-(4-fluoro-2-methylphenyl)-6-(trifluoromethyl)-2,3-dihydroquinazolin-4(1H)-one